BrC1=CC(=CC=2C3=CC(=CC(=C3NC12)Br)C(C)(C)C)C(C)(C)C 1,8-dibromo-3,6-di-tert-butyl-carbazole